ClC1=NC=C(C(=N1)NCC1=CC=C(C=C1)OC)Cl 2,5-dichloro-N-(4-methoxybenzyl)pyrimidin-4-amine